P(=O)(O)(O)O[C@H]1[C@@H](O[C@@H]([C@H]1O)CO)N1C=NC=2C(O)=NC=NC12 inosine 2'-phosphate